C(C1=CC=CC=C1)OC(=O)N[C@](C(=O)[O-])(CC(C)(C)C)C=1C=C2C=CC(=NC2=CC1)O (R)-2-(((benzyloxy) carbonyl) amino)-2-(2-hydroxyquinolin-6-yl)-4,4-dimethylpentanoate